C(C)(C)(C)OC(=O)NCC1=CC(=C(C(=C1)C)NC(=O)C1=CC2=C(OCCC3=C2SC=C3)C=C1C=1C(=NC(=CC1)C(NCC(C)(C)C)=O)C(=O)OC)C methyl 3-(9-((4-(((tert-butoxycarbonyl)amino)methyl)-2,6-dimethylphenyl)carbamoyl)-4,5-dihydrobenzo[b]thieno[2,3-d]oxepin-8-yl)-6-(neopentylcarbamoyl)picolinate